3-(Azetidine-1-carbonyl)cyclobutyl(8-amino-7-fluoro-6-(8-methyl-2,3-dihydro-1H-pyrido[2,3-b][1,4]oxazin-7-yl)isoquinolin-3-yl)carbamate N1(CCC1)C(=O)C1CC(C1)N(C([O-])=O)C=1N=CC2=C(C(=C(C=C2C1)C1=C(C2=C(OCCN2)N=C1)C)F)N